N1N=CC(=C1)C=1C(=NC=NC1C=1C=NN(C1)CC=1C=NC(=CC1)C(F)(F)F)N 5-(1H-pyrazol-4-yl)-6-(1-{[6-(trifluoromethyl)-3-pyridinyl]methyl}-1H-pyrazol-4-yl)-4-pyrimidinylamine